C12CN(CC(CN(C1)CCCCN(CCC(=O)OCC(CCCCCCCC)CCCCCCCC)CCC(=O)OCC(CCCCCCCC)CCCCCCCC)O2)CCCCN(CCC(=O)OCC(CCCCCCCC)CCCCCCCC)CCC(=O)OCC(CCCCCCCC)CCCCCCCC Tetrakis(2-octyldecyl) 3,3',3'',3'''-(((9-oxa-3,7-diazabicyclo[3.3.1]nonane-3,7-diyl)bis(butane-4,1-diyl))bis(azanetriyl))tetrapropionate